(3-Chloro-5-methyl-1H-pyrazol-4-yl)-7-fluoro-4-isopropyl-1-oxo-1,2-dihydroisoquinolin-6-yl trifluoromethanesulfonate FC(S(=O)(=O)OC=1C=C2C(=CN(C(C2=CC1F)=O)C=1C(=NNC1C)Cl)C(C)C)(F)F